6-((1R,2R)-2-(5-methyl-1,3,4-oxadiazol-2-yl)cyclobutyl)-4-oxo-1-((R)-1-(6-(trifluoromethyl)-pyridin-3-yl)ethyl)-4,5-dihydro-1H-pyrazolo[3,4-d]pyrimidine-3-carbonitrile CC1=NN=C(O1)[C@H]1[C@@H](CC1)C=1NC(C2=C(N1)N(N=C2C#N)[C@H](C)C=2C=NC(=CC2)C(F)(F)F)=O